C(C)N(S(=O)(=O)NC=1C(=C(C(=O)C2=CNC3=NC=C(C=C32)C3=CC(=C(C(=C3)F)N3CCN(CC3)C(=O)OC(C)(C)C)F)C(=CC1)F)F)C tert-butyl 4-[4-[3-[3-[[ethyl (methyl)sulfamoyl]amino]-2,6-difluoro-benzoyl]-1H-pyrrolo[2,3-b]pyridin-5-yl]-2,6-difluoro-phenyl]piperazine-1-carboxylate